1-chloroethyl cyclopropyl carbonate C(OC(C)Cl)(OC1CC1)=O